COC(C(OC)OC1=C(C=CC=C1)OC1=C(C=C(C(=C1)N1C(N(C(=CC1=O)C(F)(F)F)C)=O)F)Br)=O.C(C)(C)(C)P(C1=CC=C(C=C1)C1=CC=CC=C1)C(C)(C)C di-(tert-butyl)([1,1'-biphenyl]-4-yl)phosphine methyl-2-[2-[2-bromo-4-fluoro-5-[3-methyl-2,6-dioxo-4-(trifluoromethyl)-pyrimidin-1-yl]phenoxy]phenoxy]-2-methoxy-acetate